tert-Butyl (7-(difluoromethyl)-5-(4-(morpholine-4-carbonyl)phenyl)benzo-furan-2-yl)methylcarbamate FC(C1=CC(=CC=2C=C(OC21)CNC(OC(C)(C)C)=O)C2=CC=C(C=C2)C(=O)N2CCOCC2)F